C(C)(C)(C)C1=CC=C(C=C1)C1=NC(=NN1C)CN1CCN(CC1)C 1-((5-(4-(tert-butyl)phenyl)-1-methyl-1H-1,2,4-triazol-3-yl)methyl)-4-methylpiperazine